CN(CCCN)CCCCCCCCCCCC N-methyl-N-dodecyl-1,3-diaminopropane